6-((2-methyl-1H-imidazol-1-yl)methyl)chroman-4-one hydrochloride Cl.CC=1N(C=CN1)CC=1C=C2C(CCOC2=CC1)=O